(1R,5S,8R)-3-(8-fluoro-7-(8-fluoro-3-hydroxynaphthalen-1-yl)-2-(((2R,7aS)-2-fluorotetrahydro-1H-pyrrolizin-7a(5H)-yl)methoxy)quinazolin-4-yl)-8-thia-3-azabicyclo[3.2.1]octane 8-oxide FC=1C(=CC=C2C(=NC(=NC12)OC[C@]12CCCN2C[C@@H](C1)F)N1C[C@H]2CC[C@@H](C1)S2=O)C2=CC(=CC1=CC=CC(=C21)F)O